C(C)(C)C1OC=2CCCC(C2[C@@H](C1)C)=O (4R)-2-isopropyl-4-methyl-2,3,4,6,7,8-hexahydro-5H-chromen-5-one